FC1=CC2=C(N=C(N=C2C23CC(C2)(C3)C(F)(F)F)[C@@H]3C[C@@H](OCC3)C=3C=CC(NC3)=O)N=C1C 5-[(2R,4S)-4-[6-fluoro-7-methyl-4-[3-(trifluoromethyl)-1-bicyclo[1.1.1]pentanyl]pyrido[2,3-d]pyrimidin-2-yl]tetrahydropyran-2-yl]-1H-pyridin-2-one